7-bromo-5-(difluoromethoxy)-3-methylquinoxalin-2(1H)-one BrC1=CC(=C2N=C(C(NC2=C1)=O)C)OC(F)F